O1N=C(OC1)C1=C(C=CC=C1)C(=O)N1N=CC2=CC=CC=C12 (2-(1,4,2-dioxazol-3-yl)phenyl)(1H-indazol-1-yl)methanone